3,5,2'-biphenyltricarboxylic acid C1(=CC(=CC(=C1)C(=O)O)C(=O)O)C=1C(=CC=CC1)C(=O)O